C1(=CC=CC=C1)[C@@H](CC=O)C |r| (+/-)-3-phenylbutanal